C(C)(C)(C)OC(=O)C1=NN(C=C1)C(=O)N1CCN(CC1)CC1=CC=CC=C1 (4-Benzylpiperazine-1-carbonyl)-1H-pyrazole-3-carboxylic acid tert-butyl ester